3-(piperidin-4-yl)propanoic acid, trifluoroacetic acid salt FC(C(=O)O)(F)F.N1CCC(CC1)CCC(=O)O